(1R,2R,5S)-8-hydroxy-2-methoxy-5-methyl-7,9-dioxo-N-(2,4,6-trifluorobenzyl)-2,5,7,9-tetrahydro-1,6-methanopyrido[1,2-b][1,2,5]triazonine-10-carboxamide OC=1C(C(=CN2N3[C@@H](C=C[C@@H](N(C(C21)=O)C3)C)OC)C(=O)NCC3=C(C=C(C=C3F)F)F)=O